(2-isopropylphenyl)lithium C(C)(C)C1=C(C=CC=C1)[Li]